ClC1=NC=C(C(=N1)C=1C=C2C(=CC(=NC2=C(C1)F)C)[C@@H](C)O)Cl |r| (±)-1-(6-(2,5-dichloropyrimidin-4-yl)-8-fluoro-2-methylquinolin-4-yl)ethan-1-ol